NOCCCN1C(CC(C1)C1=C(C(=CC=C1O)Cl)Cl)=O 1-(3-(Aminooxy)propyl)-4-(2,3-dichloro-6-hydroxyphenyl)pyrrolidin-2-one